2-((2s,3r)-3-((tert-butyldimethylsilyl)oxy)-2-(cyclopentyloxy)-3-(3,5-dimethoxy-4-methylphenyl)-3-hydroxypropyl)-6-(dimethylamino)benzo[D]thiazole-4-carboxylic acid [Si](C)(C)(C(C)(C)C)O[C@]([C@H](CC=1SC=2C(N1)=C(C=C(C2)N(C)C)C(=O)O)OC2CCCC2)(O)C2=CC(=C(C(=C2)OC)C)OC